ClC1=C(C=CC=C1C)O 2-chloro-3-methyl-phenol